tert-butyl 7-(3-((3'-((2-chloro-4-formyl-5-hydroxyphenoxy) methyl)-2,2'-dimethyl-[1,1'-biphenyl]-3-yl) oxy) propyl)-2,7-diazaspiro[3.5]nonane-2-carboxylate ClC1=C(OCC=2C(=C(C=CC2)C2=C(C(=CC=C2)OCCCN2CCC3(CN(C3)C(=O)OC(C)(C)C)CC2)C)C)C=C(C(=C1)C=O)O